C1(=CC=CC=C1)NC1=NN2C(C(=CC=C2)C=2C=C(C=CC2)C2=CC=C(O2)P(O)(O)=O)=N1 (5-(3-(2-(phenylamino)-[1,2,4]triazolo[1,5-a]pyridin-8-yl)phenyl)furan-2-yl)phosphonic acid